CC1=NC=C(C(=N1)C)C[C@@H]1CC[C@H](CC1)C(=O)OC methyl trans-4-[(2,4-dimethylpyrimidin-5-yl)methyl]cyclohexanecarboxylate